BrC=1C(=C(C=C(C1)C(F)(F)F)C(CC)=O)O 1-[3-bromo-2-hydroxy-5-(trifluoromethyl)phenyl]Propane-1-one